O[C@@H](COC1CCC(CC1)NC(CN1C=NC2=C(C1=O)N(N=C2NC2=CC=C(C=C2)C(F)(F)F)C)=O)C N-((1R,4r)-4-((R)-2-hydroxypropoxy)cyclohexyl)-2-(1-methyl-7-oxo-3-((4-(trifluoromethyl)phenyl)amino)-1,7-dihydro-6H-pyrazolo[4,3-d]pyrimidin-6-yl)acetamide